COC1=CC=C(C=C1)C1OC[C@@H]([C@H](O1)\C=C\CCCCCCCCCCCCC)NC(OC(C)(C)C)=O tert-Butyl ((4R,5S)-2-(4-Methoxyphenyl)-4-((E)-pentadec-1-en-1-yl)-1,3-dioxan-5-yl)carbamate